Methyl (S)-3-(2'-(but-3-en-1-yloxy)-6'-methyl-[1,1'-biphenyl]-3-yl)-3-((R)-2-((methylsulfonyl)oxy)pent-4-enamido)propanoate C(CC=C)OC1=C(C(=CC=C1)C)C1=CC(=CC=C1)[C@H](CC(=O)OC)NC([C@@H](CC=C)OS(=O)(=O)C)=O